5-amino-N-((1R)-1-(2-pyrimidinyl)ethyl)-N-((5-(trifluoromethyl)-2-pyridinyl)methyl)-1,4-dihydro-2H-pyrano[3,4-c]quinoline-9-carboxamide NC1=NC=2C=CC(=CC2C2=C1COCC2)C(=O)N(CC2=NC=C(C=C2)C(F)(F)F)[C@H](C)C2=NC=CC=N2